C(C1=CC=CC=C1)OC1=NC(=CC=C1C=1C=C(C(=NC1)N1CCC(CC1)N1CCN(CC1)C1=C(C(=C(C=C1)B1OC(C(O1)(C)C)(C)C)F)F)F)OCC1=CC=CC=C1 1-[1-[5-(2,6-dibenzyloxy-3-pyridyl)-3-fluoro-2-pyridyl]-4-piperidyl]-4-[2,3-difluoro-4-(4,4,5,5-tetramethyl-1,3,2-dioxaborolan-2-yl)phenyl]piperazine